2-{[(6-chromanyl)methyl]amino}-2,5,5-trimethylhexanoic acid O1CCCC2=CC(=CC=C12)CNC(C(=O)O)(CCC(C)(C)C)C